1-(N,N-diethylaminoethyl)-3-ethylimidazole tetrafluoroborate F[B-](F)(F)F.C(C)N(CC)CCN1CN(C=C1)CC